(S)- and (R)-3-(2-((2,4-dichlorophenethyl)amino)-2-phenylacetyl)-N-(2-methoxyethyl)-1H-indole-6-carboxamide ClC1=C(CCN[C@H](C(=O)C2=CNC3=CC(=CC=C23)C(=O)NCCOC)C2=CC=CC=C2)C=CC(=C1)Cl |r|